3-hydroxy-N-(1-methyl-1H-tetrazole-5-yl)-4-phenylquinoline-2-carboxamide OC=1C(=NC2=CC=CC=C2C1C1=CC=CC=C1)C(=O)NC1=NN=NN1C